CN(CCOC1=CC=C2C(=CC(OC2=C1C(=O)N1CCCC2=CC=CC=C12)=O)CCC)C 7-(2-(Dimethylamino)ethoxy)-4-propyl-8-(1,2,3,4-tetrahydroquinolin-1-carbonyl)-2H-chromen-2-one